O1C(OCC1)CCCOC1=CC=C(C=C1)[C@H]1CN(CC1)C=1C=CC(=C2C(=CNC12)C#N)C |o1:15| 7-[(3S*)-3-{4-[3-(1,3-Dioxolan-2-yl)propoxy]phenyl}pyrrolidin-1-yl]-4-methyl-1H-indole-3-carbonitrile